(R)-1-(1-phenylethyl)piperidin-4-ol tert-butyl-(5-(2-(2,2-dimethylpyrrolidin-1-yl)acetamido)-2-methylpyridin-3-yl)carbamate C(C)(C)(C)N(C(=O)OC1CCN(CC1)[C@H](C)C1=CC=CC=C1)C=1C(=NC=C(C1)NC(CN1C(CCC1)(C)C)=O)C